F\C(\C(=O)OCC)=C\C1=NC=CC=C1 ethyl (E)-2-fluoro-3-(pyridin-2-yl)acrylate